N-(4-(3-aminopropyl)cyclohexyl)-6-(2,6-dimethylmorpholino)-2-methylpyridin-3-amine NCCCC1CCC(CC1)NC=1C(=NC(=CC1)N1CC(OC(C1)C)C)C